C(C=C)(=O)OCC(COC1=C(C=CC=C1)C(C1=CC=CC=C1)=O)O 3-(2-benzoylphenoxy)-2-hydroxypropyl acrylate